C(CCC)OC(=C)C=1C=C(C=C2C(N(C(=NC12)N1CCOCC1)C1CCC1)=O)C 8-(1-butoxyvinyl)-3-cyclobutyl-6-methyl-2-morpholino-quinazolin-4-one